ClC1=C(C=CC=C1C1C(NC(CC1)=O)=O)C1=CC=C(C=C1)N1C(OCC1(C)C)=O 3-(2-chloro-4'-(4,4-dimethyl-2-oxooxazolidin-3-yl)-[1,1'-biphenyl]-3-yl)piperidine-2,6-dione